Methyl (1R,2S,5S)-3-[(2S,3R)-2-(tert-butoxycarbonylamino)-3-(cyclopropoxy)butanoyl]-6,6-dimethyl-3-azabicyclo[3.1.0]hexane-2-carboxylate C(C)(C)(C)OC(=O)N[C@H](C(=O)N1[C@@H]([C@H]2C([C@H]2C1)(C)C)C(=O)OC)[C@@H](C)OC1CC1